8-(1H-pyrrolo[2,3-b]pyridin-4-yl)-5H-pyrrolo[1,2-a]quinoxaline N1C=CC=2C1=NC=CC2C2=CC=C1NC=C3N(C1=C2)CC=C3